2-(2-amino-2-methylpropyl)-N-[(3-fluoropyridin-2-yl)methyl]-1,3-thiazole-4-carboxamide dihydrochloride Cl.Cl.NC(CC=1SC=C(N1)C(=O)NCC1=NC=CC=C1F)(C)C